OC1=C2C(C(=COC2=CC(=C1)OC)C1=CC=C(C=C1)[O-])=O 4-(5-hydroxy-7-methoxy-4-oxo-4H-chromen-3-yl)phenolate